methyl 1-[1-[4-[2-(2-amino-3-pyridyl)-5-phenyl-imidazo[4,5-b]pyridin-3-yl]phenyl]ethyl]piperidine-4-carboxylate NC1=NC=CC=C1C1=NC=2C(=NC(=CC2)C2=CC=CC=C2)N1C1=CC=C(C=C1)C(C)N1CCC(CC1)C(=O)OC